3-((tert-butyldimethylsilyl)oxy)-2-(3-((tert-butyldimethylsilyl)oxy)-4-methoxybenzyl)propan-1-amine [Si](C)(C)(C(C)(C)C)OCC(CN)CC1=CC(=C(C=C1)OC)O[Si](C)(C)C(C)(C)C